4-[3-(4-chlorophenyl)-5-[(2S)-2-(hydroxymethyl)pyrrolidin-1-yl]-7-methylsulfanyl-pyrazolo[1,5-a]pyrimidin-2-yl]benzonitrile ClC1=CC=C(C=C1)C=1C(=NN2C1N=C(C=C2SC)N2[C@@H](CCC2)CO)C2=CC=C(C#N)C=C2